FC1=C(C(=NN1C)OC)C(F)(F)F 5-fluoro-3-methoxy-1-methyl-4-(trifluoromethyl)pyrazole